tert-butyl 2-(((1r,4r)-4-((phenylcarbamoyloxy) methyl)cyclohexyl)methoxy)acetate C1(=CC=CC=C1)NC(=O)OCC1CCC(CC1)COCC(=O)OC(C)(C)C